F[C@@H]1CN(CC[C@H]1O)C(=O)OC(C)(C)C tert-butyl (3R,4R)-3-fluoro-4-hydroxy-piperidine-1-carboxylate